(2s,5r)-cis-furanol oxide O1[C@]2(C(C=C1)O2)O